2-((5-isobutyl-1-(3-isopropoxyphenyl)-1H-pyrazol-3-yl)amino)-5-(thiophen-2-yl)nicotinic acid C(C(C)C)C1=CC(=NN1C1=CC(=CC=C1)OC(C)C)NC1=C(C(=O)O)C=C(C=N1)C=1SC=CC1